2-(4'-acryloyloxypropyl-phenyl)propene C(C=C)(=O)OCCCC1=CC=C(C=C1)C(=C)C